(R)-5-(2-(3,3-Difluorocyclobutyl)-1-(2-ethoxypropyl)-1H-benzo[d]imidazol-6-yl)-1,3-dimethylpyridin-2(1H)-one FC1(CC(C1)C1=NC2=C(N1C[C@@H](C)OCC)C=C(C=C2)C=2C=C(C(N(C2)C)=O)C)F